1-(2-dimethylamino-ethyl)-piperazine CN(CCN1CCNCC1)C